[Na].FC(CN1CCC(CC1)N(S(=O)(=O)NC(=O)NC1=C2CCCC2=CC=2CCCC12)C=1C=NN(C1)C)F 1-{[1-(2,2-difluoroethyl)piperidin-4-yl](1-methyl-1H-pyrazol-4-yl)sulfamoyl}-3-(1,2,3,5,6,7-hexahydro-s-indacen-4-yl)urea Sodium Salt